C1(CCC1)N1N=CC(=C1)C1=C(C(=O)OCC)C=C(C=C1F)NC(=O)C1(CC1)C1=CC(=C(C=C1)C(F)(F)F)F Ethyl 2-(1-cyclobutyl-1H-pyrazol-4-yl)-3-fluoro-5-[({1-[3-fluoro-4-(trifluoromethyl) phenyl] cyclopropyl} carbonyl) amino]benzoate